3-(1-pyrrolin-2-yl)pyridine N1=C(CCC1)C=1C=NC=CC1